C1N(CCC2=CC=CC=C12)C[C@H](CN1CCOC2=C(C1=O)C=CC(=C2)CN2CC(OCC2)C)O 4-[(2R)-3-(3,4-dihydro-1H-isoquinolin-2-yl)-2-hydroxy-propyl]-8-[(2-methylmorpholin-4-yl)methyl]-2,3-dihydro-1,4-benzoxazepin-5-one